C(C)(C)(C)OC(=O)NC(C[C@H]1CC(N(C1)C(=O)OC(C)(C)C)=O)(C)C tert-Butyl (S)-4-(2-((tert-butoxycarbonyl)amino)-2-methylpropyl)-2-oxo-pyrrolidine-1-carboxylate